3-((1-(2-carboxyethyl)ureido)methyl)-4-methoxybenzoic acid C(=O)(O)CCN(C(=O)N)CC=1C=C(C(=O)O)C=CC1OC